C(C)OC=1C(=CC=2N(C1)N=C(C2)C)N 6-ethoxy-2-methylpyrazolo[1,5-a]pyridin-5-amine